OC(C[NH+](CCCCCCCCCCCCCC)[O-])O N-(dihydroxyethyl)myristyl-amine oxide